mellitic acid C(C1=C(C(=O)O)C(C(=O)O)=C(C(=O)O)C(C(=O)O)=C1C(=O)O)(=O)O